3-deoxy-3-fluoro-allopyranose tetraacetate C(C)(=O)OC1[C@H](OC(C)=O)[C@@H]([C@H](OC(C)=O)[C@H](O1)COC(C)=O)F